imino[8-(8-methoxyquinazolin-4-yl)-2,8-diazaspiro[4.5]decan-2-yl]methyl-λ6-sulfanone N=S(=O)CN1CC2(CC1)CCN(CC2)C2=NC=NC1=C(C=CC=C21)OC